O1C(CCC1)ON=C(C)C1=CC=C(C=C1)Cl p-chloroacetophenone-O-2-tetrahydrofuryl oxime